5-[7-[[5-[(3S)-3-hydroxypyrrolidine-1-carbonyl]-2-pyridinyl]amino]-3-methyl-imidazo[4,5-b]pyridin-5-yl]oxy-4-methyl-pyridine-2-carbonitrile O[C@@H]1CN(CC1)C(=O)C=1C=CC(=NC1)NC1=C2C(=NC(=C1)OC=1C(=CC(=NC1)C#N)C)N(C=N2)C